ClC1=CC=C(C=C1)C=CC[NH-] [3-(4-chlorophenyl)-2-propenyl]amide